[N+](=O)([O-])C1=CC=C(C=N1)CN1C(COCC1)=O 4-[(6-nitro-3-pyridinyl)methyl]morpholin-3-one